trans-dimethylcyclohex-3,5-diene-1,2-dicarboxylate COC(=O)[C@H]1[C@@H](C=CC=C1)C(=O)OC